F.CC1=NC(=CC(=C1)C)C 2,4,6-trimethylpyridine hydrofluoric acid salt